N,N-dimethyl-1,1'-biphenyl-4-amine CN(C1=CC=C(C=C1)C1=CC=CC=C1)C